NC1=C(C(=C(C(=N1)F)C1=C(N=C(N1)[C@H]1CC[C@H]2CC(=CCN12)C1=C(C(=CC=C1N1N=NN=C1)Cl)F)[2H])[2H])[2H] (3R,8aS)-3-(5-(6-amino-2-fluoropyridin-3-yl-4,5-d2)-1H-imidazol-2-yl-4-d)-7-(3-chloro-2-fluoro-6-(1H-tetrazol-1-yl)phenyl)-2,3,8,8a-tetrahydroindolizin